FC(COC1=CC(=NC=C1F)N1C(C(C2=CC(=CC=C12)C(=O)NC1(CCS(CC1)(=O)=O)C)(C)C)=O)(C)F 1-(4-(2,2-difluoropropoxy)-5-fluoropyridin-2-yl)-3,3-dimethyl-N-(4-methyl-1,1-dioxidotetrahydro-2H-thiopyran-4-yl)-2-oxoindoline-5-carboxamide